N-cyclopropyl-3-(difluoromethyl)-5-fluoro-N-(5-fluoro-2-isopropylbenzyl)-1H-pyrazole-4-carboxamide C1(CC1)N(C(=O)C=1C(=NNC1F)C(F)F)CC1=C(C=CC(=C1)F)C(C)C